(2R,3R,4S,5S)-4-[[3-[2-(difluoromethoxy)-4-fluoro-phenyl]-4,5-dimethyl-5-(trifluoromethyl)tetrahydrofuran-2-carbonyl]amino]-N-methyl-pyridine-2-carboxamide FC(OC1=C(C=CC(=C1)F)[C@@H]1[C@@H](O[C@@]([C@H]1C)(C(F)(F)F)C)C(=O)NC1=CC(=NC=C1)C(=O)NC)F